ClC=1C=C(C(=C(C1)C1=NC=NN2C1=C(C(=C2)CN2C(C1C(C1C2=O)(C)C)=O)C)C[C@@H]2CNCCO2)C 3-((4-(5-chloro-3-methyl-2-(((R)-morpholin-2-yl)methyl)phenyl)-5-methylpyrrolo[2,1-f][1,2,4]triazin-6-yl)methyl)-6,6-dimethyl-3-azabicyclo[3.1.0]hexane-2,4-dione